N1C(=CC2=CC=CC=C12)C1=CN=CC=N1 6-(1H-indol-2-yl)pyrazine